2,3,4,5-tetrahydrooxepine O1CCCCC=C1